ClC=1C=C(C=CC1)CC(O)C1=CC=CC=C1 2-(3-chlorophenyl)-1-phenylethan-1-ol